C(#N)C1=CC=C(C=C1)NC(=S)N N-(4-cyanophenyl)thiourea